6-fluoro-4-methoxy-2-(1-methyl-1H-1,2,3-triazol-5-yl)-5-(trifluoromethyl)pyrimidine FC1=C(C(=NC(=N1)C1=CN=NN1C)OC)C(F)(F)F